C(CCCCC)OC(C1=CC=C(C=C1)N(C)C)=O hexyl-4-dimethylaminobenzoate